7-(7-methyl-2-oxo-2,3-dihydro-1H-benzo[d]imidazol-5-yl)-1-((tetrahydro-2H-pyran-4-yl)methyl)-3,4-dihydropyrazino[2,3-b]pyrazin-2(1H)-one CC1=CC(=CC2=C1NC(N2)=O)C2=CN=C1C(=N2)N(C(CN1)=O)CC1CCOCC1